Cl.BrC=1C=C(NC2=CC=C(C=C2)F)C=CC1 3-bromo-N-(4-fluorophenyl)aniline HCl salt